C(=O)(O)[K] mono-carboxyl-potassium